FC(CC1=C(OC2=C1C=CC=C2)C#CCNC2=C(C=C(C=C2)S(=O)(=O)C)OC)F 3-(2,2-difluoroethyl)-2-(3-((2-methoxy-4-(methylsulfonyl)phenyl)amino)prop-1-yn-1-yl)benzofuran